2-(isopropylsulfonyl)pyridine C(C)(C)S(=O)(=O)C1=NC=CC=C1